2'-chloro-5'-methoxy-6-methyl-N-(5-(4-methyloxazole-2-carbonyl)-5,6-dihydro-4H-pyrrolo[3,4-d]thiazol-2-yl)-[4,4'-bipyridine]-3-carboxamide ClC1=NC=C(C(=C1)C1=C(C=NC(=C1)C)C(=O)NC=1SC2=C(N1)CN(C2)C(=O)C=2OC=C(N2)C)OC